FC(C1=NN(C=C1[N+](=O)[O-])C1=CC=C(C=C1)C1(CC1)NC(OC(C)(C)C)=O)F Tert-butyl N-[1-[4-[3-(difluoromethyl)-4-nitro-pyrazol-1-yl]phenyl]cyclopropyl]carbamate